C1(CCC1)[C@H](C=1C=C(C=CC1)N1CC2=C(C=C(C=C2C1=O)C=O)C(F)(F)F)C1=NN=CN1C 2-{3-[(R)-cyclobutyl(4-methyl-1,2,4-triazol-3-yl)methyl]phenyl}-3-oxo-7-(trifluoromethyl)-1H-isoindole-5-carbaldehyde